COCCCC1=CN=CC(=N1)N1CCC(CC1)C#N (6-(3-methoxypropyl)pyrazin-2-yl)piperidine-4-carbonitrile